(tert-butoxycarbonyl)-L-lysine tert-butyl ester C(C)(C)(C)OC([C@@H](NC(=O)OC(C)(C)C)CCCCN)=O